C1(CC1)C=1N=NN(C1)[C@H](C(=O)N1[C@@H](C[C@H](C1)O)C(=O)NCCNC1=NN=NN1C1=CC=CC=C1)C(C)(C)C (2S,4R)-1-[(2S)-2-(4-cyclopropyltriazol-1-yl)-3,3-dimethyl-butanoyl]-4-hydroxy-N-[2-[(1-phenyltetrazol-5-yl)amino]ethyl]pyrrolidine-2-carboxamide